fluoroazetidin FN1CCC1